N=1C(N=C2C1C=CC=C2)=O 2H-benzo[D]imidazole-2-one